2-[[(1R)-1-[2-[4-[2-(dimethylamino)ethoxy]phenyl]-3,6-dimethyl-4-oxo-chromen-8-yl]ethyl]amino]benzoic acid CN(CCOC1=CC=C(C=C1)C=1OC2=C(C=C(C=C2C(C1C)=O)C)[C@@H](C)NC1=C(C(=O)O)C=CC=C1)C